C(C1=CC=CC=C1)OC(=O)N1[C@H](OC([C@@]1(C)[C@@H](C)CC)=O)C(C)(C)C (2r,4r)-4-[(2S)-but-2-yl]-2-tert-butyl-4-methyl-5-oxo-1,3-oxazolidine-3-carboxylic acid benzyl ester